(2S,3S)-N-{2-Methoxy-5-[5-(trifluoromethyl)-1H-tetrazol-yl]benzyl}-2-phenyl-3-PIPERIDINAMINE COC1=C(CN[C@@H]2[C@@H](NCCC2)C2=CC=CC=C2)C=C(C=C1)N1N=NN=C1C(F)(F)F